C(=O)(O)C=1C=C(C=C(C1)C(=O)O)NC1=NC(=NC(=N1)NC1=CC(=CC(=C1)C(=O)O)C(=O)O)NC1=CC(=CC(=C1)C(=O)O)C(=O)O 2,4,6-tris(3,5-dicarboxyphenyl-amino)-1,3,5-triazine